Cl.O=C(CNC(=O)C1=CC2=C(N(C(=N2)NC=2SC3=C(N2)C=CC(=C3)OC(F)(F)F)C)C=C1)N1CCNCC1 1-Methyl-2-(6-trifluoromethoxy-benzothiazol-2-ylamino)-1H-benzimidazole-5-carboxylic acid (2-oxo-2-piperazin-1-yl-ethyl)-amide hydrochloride